NC1=C(C(=O)NC)C(=CC=C1I)Cl 2-amino-6-chloro-3-iodo-N-methylbenzamide